C(C=C)NC1=C(C=O)C=C(C=N1)Br 2-(allylamino)-5-bromonicotinaldehyde